C(C)(C)(C)OC(=O)N(C(OC(C)(C)C)=O)C1=NN2C(C=C(C=C2)C2=C(C(=C(C=C2)F)OCCC(C(C)(O[Si](CC)(CC)CC)C2=CC=CC=C2)(F)F)F)=N1 tert-butyl (tert-butoxycarbonyl)(7-(3-((3,3-difluoro-4-phenyl-4-((triethylsilyl)oxy)-pentyl)oxy)-2,4-difluorophenyl)-[1,2,4]triazolo[1,5-a]pyridin-2-yl)carbamate